S(=O)(=O)(C1=CC=C(C)C=C1)OCCCOCCOCCOCCOCCOCC(=O)OC(C)(C)C tert-butyl 18-(tosyloxy)-3,6,9,12,15-pentaoxaoctadecanoate